C1(CC1)C=1C=NC(=NC1)N1CCC2(C(N3[C@H](O2)CC[C@H]3C3=CC(=CC(=C3)F)F)=O)CC1 (5'S,7a'R)-1-(5-cyclopropylpyrimidin-2-yl)-5'-(3,5-difluorophenyl)tetrahydro-3'H-spiro[piperidine-4,2'-pyrrolo[2,1-b][1,3]oxazol]-3'-one